trifluorobenzaldehyde FC1=C(C(=C(C=O)C=C1)F)F